N-(3-Amino-7-chloro-4-(2-chloro-5-fluorophenoxy)-1H-indazol-5-yl)-3-fluoro-5-(trifluoromethyl)benzamide NC1=NNC2=C(C=C(C(=C12)OC1=C(C=CC(=C1)F)Cl)NC(C1=CC(=CC(=C1)C(F)(F)F)F)=O)Cl